C(C=C)(=O)OCCCCCCOC1=C(C=CC2=CC=CC=C12)C(=O)O.C(#N)C(C)(C)N=NC(=O)N 1-((1-cyano-1-methylethyl)azo)formamide (6-prop-2-enoyloxyhexoxy)naphthalene-2-carboxylate